adenosine 5'-(alpha,beta-methylene)diphosphonate C(P(O)(O)=O)P(O)(=O)OC[C@@H]1[C@H]([C@H]([C@@H](O1)N1C=NC=2C(N)=NC=NC12)O)O